calcium hydrogensulphite S(=O)(O)[O-].[Ca+2].S(=O)(O)[O-]